CN(C1=CC=C(C(=O)NC=2C=C3C(=CNC3=CC2)C2CCN(CC2)CC(C)C)C=C1)C 5-(4-(dimethylamino)benzoyl)amino-3-(1-isobutylpiperidin-4-yl)-1H-indole